N-{1-[2-(6-aminopyridin-3-yl)quinolin-4-yl]ethyl}-2-methylbenzamide NC1=CC=C(C=N1)C1=NC2=CC=CC=C2C(=C1)C(C)NC(C1=C(C=CC=C1)C)=O